N1C=NC2=C1C=C(C=C2)C2=NC(=NO2)C2=CC=C(C=C2)OC2CCCC2 5-(1H-Benzo[d]imidazol-6-yl)-3-(4-(cyclopentyloxy)phenyl)-1,2,4-oxadiazole